1,3-diphenyl-3,4-dihydro-1H-benzopyrano[4,3-d]pyrimidin-5(2H)-one C1(=CC=CC=C1)N1CN(CC2=C1C1=C(OC2=O)C=CC=C1)C1=CC=CC=C1